N1(CCNCC1)CCOC1=CC=C(C=C1)[C@@H]1N(C(OC1)=O)C=1C=CC2=C(NC=N2)C1 (S)-4-(4-(2-(piperazin-1-yl)ethoxy)phenyl)-3-(1H-benzo[d]imidazol-6-yl)oxazolidin-2-one